COC1=CC=C(C=C1)[Se]CC(=O)C1=CC=CC=C1 2-((4-methoxyphenyl)seleno)-1-phenylethan-1-one